4-(((1r,3r)-3-(3-chloro-4-cyanophenoxy)-2,2,4,4-tetramethylcyclobutyl)carbamoyl)benzoic acid ClC=1C=C(OC2C(C(C2(C)C)NC(=O)C2=CC=C(C(=O)O)C=C2)(C)C)C=CC1C#N